CC(=CCOP([O-])(=O)OP(=O)([O-])[O-])CCC 3-methylhex-2-en-1-yl-diphosphate